C1(=CC(=CC=C1)C(=O)Cl)C(=O)Cl m-benzeneDiformyl chloride